COC=1C=C(CN(C=2SC=3CN(CCC3N2)C(=O)OC(C)(C)C)CC2=CC(=CC=C2)OC)C=CC1 tert-butyl 2-(bis(3-methoxybenzyl) amino)-6,7-dihydrothiazolo[5,4-c]pyridine-5(4H)-carboxylate